O[C@H](C)C1[C@@H]2N(C(=CC2C)C(=O)[O-])C1=O 6-[1(R)-hydroxyethyl]-1-methylcarbapen-2-em-3-carboxylate